5-Amino-1-ethyltetrazol NC1=NN=NN1CC